NC1=NC=CC=C1S(=O)(=O)NC(=O)C=1C(=NC(=CC1)C1=CC(=CC(=C1)OCC(C)C)F)N1[C@H](CC[C@H]1C)C N-[(2-amino-3-pyridyl)sulfonyl]-2-[(2S,5R)-2,5-dimethylpyrrolidin-1-yl]-6-(3-fluoro-5-isobutoxy-phenyl)pyridine-3-carboxamide